CN1N=C(C=C1)CN1C(C2=CC=C(C=C2C=N1)SC1=CC2=C(OCCN2C(=O)OC(C)(C)C)C=C1)=O tert-butyl 6-((2-((1-methyl-1H-pyrazol-3-yl)methyl)-1-oxo-1,2-dihydrophthalazin-6-yl)thio)-2,3-dihydro-4H-benzo[b][1,4]oxazine-4-carboxylate